Racemic-3-(isoquinolin-4-yl)-2-oxo-1-(spiro[3.3]hept-2-yl)imidazoline-4-carbonitrile C1=NC=C(C2=CC=CC=C12)N1C(N(C[C@@H]1C#N)C1CC2(C1)CCC2)=O |r|